1-(2,6-dimethylmorpholino)-3-(3-(4-methoxy-3-((4-methoxybenzyl)oxy)phenyl)-1H-pyrazol-1-yl)propan-1-one CC1OC(CN(C1)C(CCN1N=C(C=C1)C1=CC(=C(C=C1)OC)OCC1=CC=C(C=C1)OC)=O)C